(R)-N-(4-(3-((7-methoxyquinazolin-2-yl)amino)pyrrolidine-1-carbonyl)phenyl)propionamide COC1=CC=C2C=NC(=NC2=C1)N[C@H]1CN(CC1)C(=O)C1=CC=C(C=C1)NC(CC)=O